1-[6-[5-[(6-methylpyridazin-3-yl)amino]benzimidazol-1-yl]-2-[(3S)-pyrrolidin-3-yl]oxy-3-pyridyl]ethanol CC1=CC=C(N=N1)NC1=CC2=C(N(C=N2)C2=CC=C(C(=N2)O[C@@H]2CNCC2)C(C)O)C=C1